FC=1C=C(C=C(C1C(F)(F)F)F)CCC(=O)O 3-(3,5-Difluoro-4-(trifluoromethyl)phenyl)propionic acid